CC1=CN(C(=O)N=C1N)[C@H]2C[C@@H]([C@H](O2)COP(=O)(O)OP(=O)(O)O)O The molecule is a 2'-deoxycytidine phosphate and a pyrimidine 2'-deoxyribonucleoside 5'-diphosphate. It is a conjugate acid of a 5-methyldeoxycytidine 5'-diphosphate(3-).